FC1=C(C#N)C=C(C(=C1)N1C(=C(C=C1C)C(CN1C2[C@@H](CC1CC2)O)=O)C)F (+-)-2,5-difluoro-4-(3-(2-((2R)-2-hydroxy-7-azabicyclo[2.2.1]heptan-7-yl)acetyl)-2,5-dimethyl-1H-pyrrol-1-yl)benzonitrile